ClC1=NC=C(C(=N1)N[C@H](CN)CC(C)C)C#CC(OCC)OCC (2S)-N2-[2-chloro-5-(3,3-diethoxyprop-1-ynyl)pyrimidin-4-yl]-4-methyl-pentane-1,2-diamine